C(C1=CC=CC=C1)OC(N[C@@H]1[C@H]([C@@H]2CC[C@H](C1)N2)F)=O |r| Rac-N-[(1S,2S,3S,5R)-2-fluoro-8-azabicyclo[3.2.1]oct-3-yl]carbamic acid benzyl ester